COC(CNCC(CC)C)OC N-(2,2-dimethoxyethyl)-2-methylbutan-1-amine